CS(=O)(=O)C[NH-] methanesulfonylmethylamide